N-Hydroxyphenylacrylamide ONC(C(=C)C1=CC=CC=C1)=O